ethyl 3-((5-methyl-7-(methylsulfonyl)-4-oxo-4,5,6,7,8,9-hexahydro-3H-pyrido[4',3':4,5]pyrrolo[2,3-d]pyridazin-3-yl)methyl)-1-(tetrahydro-2H-pyran-2-yl)-1H-pyrazole-4-carboxylate CN1C2=C(C3=C1C(N(N=C3)CC3=NN(C=C3C(=O)OCC)C3OCCCC3)=O)CCN(C2)S(=O)(=O)C